Benzyl N-[3-bromo-1-(dicyclopropylmethyl)-2-oxopropyl]carbamate BrCC(C(C(C1CC1)C1CC1)NC(OCC1=CC=CC=C1)=O)=O